ClC=1C=CC2=C(C=C(O2)C(=O)NN2CCC(CC2)C(=O)NCC=2OC3=C(C2)C=C(C=C3)Cl)C1 1-(5-chlorobenzofuran-2-carboxamido)-N-((5-chlorobenzofuran-2-yl)methyl)piperidine-4-carboxamide